ClC=1C(=NC(=NC1)C1(CC(=C(C=C1OC)N1CCN(CC1)C)N)N)N1CC2=C(CC1)C=CS2 1-(5-chloro-4-(4,7-dihydrothieno[2,3-c]pyridin-6(5H)-yl)pyrimidin-2-yl)-6-methoxy-4-(4-methylpiperazin-1-yl)benzene-1,3-diamine